2-cyclopropyl-2-{[(4-fluorophenyl)carbamoyl]amino}butanoic acid C1(CC1)C(C(=O)O)(CC)NC(NC1=CC=C(C=C1)F)=O